Cl.ClC=1C=CC(=C(CN2[C@H](CCC2)CN)C1)OCC (R)-(1-(5-chloro-2-ethoxybenzyl)pyrrolidin-2-yl)methanamine hydrochloride